(R)-2-(hydroxymethyl)piperazine-1,4-dicarboxylic acid 4-benzyl 1-(tert-butyl) ester C(C)(C)(C)OC(=O)N1[C@H](CN(CC1)C(=O)OCC1=CC=CC=C1)CO